C(C=C)OCC(COC1COC(OC1)C)(COC1COC(OC1)C)COC1COC(OC1)C (2S,2'S,5s,5's)-5,5'-((2-((allyloxy)methyl)-2-((((2S,5s)-2-methyl-1,3-dioxan-5-yl)oxy)methyl)propane-1,3-diyl)bis(oxy))bis(2-methyl-1,3-dioxane)